C/1=C\CCCCCC1 TRANS-CYCLOOCTEN